1-(4-amino-6-methylpyrimidin-2-yl)piperidine-3-carboxylic acid methyl ester COC(=O)C1CN(CCC1)C1=NC(=CC(=N1)N)C